BrC1=NN(C2=C1N=C(N=C2O)NC(=O)OC)CC2=C(C=C(C(=O)OC)C=C2)OC methyl 4-((3-bromo-7-hydroxy-5-((methoxycarbonyl)-amino)-1H-pyrazolo[4,3-d]pyrimidin-1-yl)methyl)-3-methoxybenzoate